methyl (2S)-4-[6-[3-(5-chloro-2-fluoro-phenyl)-1H-pyrazol-4-yl]-1,5-naphthyridin-3-yl]piperazine-2-carboxylate ClC=1C=CC(=C(C1)C1=NNC=C1C=1N=C2C=C(C=NC2=CC1)N1C[C@H](NCC1)C(=O)OC)F